ClC=1C=NC(=NC1)N1CCC(CC1)CCCOC1=CC(=C(C=C1)CC(=O)NCCCCC(=O)NC(CO)(CO)CO)F 5-[[2-[4-[3-[1-(5-chloropyrimidin-2-yl)-4-piperidyl]propoxy]-2-fluoro-phenyl]acetyl]amino]-N-[2-hydroxy-1,1-bis(hydroxymethyl)ethyl]pentanamide